2,2'-di(9H-carbazol-9-yl)-1,1'-biphenyl C1=CC=CC=2C3=CC=CC=C3N(C12)C1=C(C=CC=C1)C1=C(C=CC=C1)N1C2=CC=CC=C2C=2C=CC=CC12